Cl.CN(CCCl)C 2-dimethylaminoethyl chloride HCl salt